4-[[(1R,3S)-3-aminocyclopentyl]amino]-N'-(2-chloro-5-fluoro-phenyl)-6-cyclohexyl-pyrrolo[1,2-b]pyridazine-3-carboxamidine N[C@@H]1C[C@@H](CC1)NC=1C=2N(N=CC1C(=NC1=C(C=CC(=C1)F)Cl)N)C=C(C2)C2CCCCC2